ClC1=NC=2C(CCC(C2C=C1)NC(C=C)=O)OC1=NC=C(C=C1)C(F)(F)F N-(2-chloro-8-[{5-(trifluoromethyl)pyridin-2-yl}oxy]-5,6,7,8-tetrahydroquinolin-5-yl)acrylamide